tert-butyl N-[4-[(2-amino-3-nitro-4-pyridyl)oxy]-2-methoxy-phenyl]carbamate NC1=NC=CC(=C1[N+](=O)[O-])OC1=CC(=C(C=C1)NC(OC(C)(C)C)=O)OC